ClC1=C(C=CC(=C1)F)C=C(C(=O)OC)C(=O)C12C3C4C5(C3C1C5C24)CC(=O)OC methyl 3-(2-chloro-4-fluorophenyl)-2-((1r,2R,3r,8S)-4-(2-methoxy-2-oxoethyl)cubane-1-carbonyl)acrylate